[5-(7-Morpholin-4-ylquinazolin-4-yl)-thiophen-3-yl]-thiazol-2-yl-methanol N1(CCOCC1)C1=CC=C2C(=NC=NC2=C1)C1=CC(=CS1)C(O)C=1SC=CN1